4-(1H-imidazo[4,5-b]pyridin-6-yl)-5-methyl-N-(3-(trifluoromethyl)phenyl)pyrimidin-2-amine N1C=NC2=NC=C(C=C21)C2=NC(=NC=C2C)NC2=CC(=CC=C2)C(F)(F)F